CC1=C(C=CC=C1C)C(COC)=O (2,3-dimethylphenyl)-2-methoxyethan-1-one